C(C)(C)C=1C(=NNC1C=1C=C(C=2N(C1)N=CN2)C)C=2C=C1CCNCC1=CC2 6-(4-isopropyl-5-(8-methyl-[1,2,4]triazolo[1,5-a]pyridin-6-yl)-1H-pyrazol-3-yl)-1,2,3,4-tetrahydroisoquinoline